ClC(C)C(C)Cl 2,3-dichlorobutane